3,4,5-trihydroxybenzoic acid Propyl ester C(CC)OC(C1=CC(=C(C(=C1)O)O)O)=O